(l)-4,7-dibromo-2H-[1,2,3]triazolo[4,5-c]pyridine BrC1=NC=C(C=2C1=NNN2)Br